ClC1=CC2=C(NC(=N2)CCNC2CC3(CN(C3)C(=O)C3=C(C=C(C=C3)C)O)C2)C=C1 {6-[2-(5-chloro-1H-1,3-benzimidazol-2-yl)ethylamino]-2-aza-2-spiro[3.3]heptyl}(3-hydroxy-4-tolyl)methanone